N-Butyl-6-(4-{1-[(2-chlorophenyl)methyl]piperidin-4-yl}-1,4-diazepan-1-yl)pyridine-2-carboxamide C(CCC)NC(=O)C1=NC(=CC=C1)N1CCN(CCC1)C1CCN(CC1)CC1=C(C=CC=C1)Cl